O=C1NC(CCC1N1C(C2=CC=CC(=C2C1=O)NCC(=O)O)=O)=O ({2-[2,6-dioxopiperidin-3-yl]-1,3-dioxoisoindol-4-yl}amino)acetic acid